1,1,1,3,3,3-Hexafluoropropan-2-yl (s)-1-((tetrahydro-2H-pyran-4-yl)carbamoyl)-6-azaspiro[2.5]octane-6-carboxylate O1CCC(CC1)NC(=O)[C@H]1CC12CCN(CC2)C(=O)OC(C(F)(F)F)C(F)(F)F